FC=1C=2N(C=C(C1)NC(=O)C=1C=NC=NC1)C=C(N2)C N-(8-fluoro-2-methyl-imidazo[1,2-a]pyridin-6-yl)pyrimidine-5-carboxamide